C(=O)(OC(CC1[C@H](O)[C@@H](O)[C@H](O)[C@H](O1)CO)(C)C)C(O)C(O)C(=O)[O-] D-glucopyranosyl-2-isobutyl tartrate